3-Isocyanatobenzo[b]thiophen N(=C=O)C=1C2=C(SC1)C=CC=C2